CC1=C(C=CC=C1C=1NC(=NN1)C=1C=C(C=CC1)CO)C1=CC=CC=C1 (3-(5-(2-methyl-[1,1'-biphenyl]-3-yl)-4H-1,2,4-triazol-3-yl)phenyl)methanol